8-[[6-[allyl(methyl)amino]-2,2-difluoro-1,3-benzodioxol-5-yl]sulfanyl]-9-(2-bromoethyl)purin-6-amine C(C=C)N(C=1C(=CC2=C(OC(O2)(F)F)C1)SC=1N(C2=NC=NC(=C2N1)N)CCBr)C